FC(C(=O)O)(F)F.FC(C(=O)O)(F)F.C(N1N=CC(=C1)C=1C=C(C(=NC1)C1=CN=C(N=N1)N(C1CC(NC(C1)(C)C)(C)C)C)O)([2H])([2H])[2H] 5-[1-(2H3)methyl-1H-pyrazol-4-yl]-2-{3-[methyl-(2,2,6,6-tetramethylpiperidin-4-yl)amino]-1,2,4-triazin-6-yl}pyridin-3-ol bistrifluoroacetate